CC1=CC=C2C(=N1)C(CN2)(C([2H])([2H])[2H])C([2H])([2H])[2H] 5-methyl-3,3-bis(methyl-d3)-2,3-dihydro-1H-pyrrolo[3,2-b]pyridine